1-(5-(2-(2-((tert-butyldimethylsilyl)oxy)ethoxy)-6-(3,6-dihydro-2H-pyran-4-yl)pyridin-4-yl)-2-fluoro-4-methylphenyl)-3-(3,3-dimethylbutyl)urea [Si](C)(C)(C(C)(C)C)OCCOC1=NC(=CC(=C1)C=1C(=CC(=C(C1)NC(=O)NCCC(C)(C)C)F)C)C=1CCOCC1